tert-Butyl (1R,3r,5S)-3-(5-(Oxetan-3-yl)isoxazole-3-carboxamido)-8-azabicyclo[3.2.1]octane-8-carboxylate O1CC(C1)C1=CC(=NO1)C(=O)NC1C[C@H]2CC[C@@H](C1)N2C(=O)OC(C)(C)C